8-(3-acrylamidophenyl)quinazolin C(C=C)(=O)NC=1C=C(C=CC1)C=1C=CC=C2C=NC=NC12